F[C@H]1CN(CC1)CCC=1C=CC(N(C1)C(C(=O)O)CC(C)C)=O 2-(5-(2-((R)-3-fluoropyrrolidin-1-yl)ethyl)-2-oxopyridin-1(2H)-yl)-4-methylpentanoic acid